p-benzyloxybenzyl alcohol C1=CC=C(C=C1)COC2=CC=C(C=C2)CO